NC1=NN=C(C2=CC(=CC=C12)C1=CC(=C(C=C1)CC(=O)OCC)B1OC(C(O1)(C)C)(C)C)C ETHYL 2-[4-(1-AMINO-4-METHYLPHTHALAZIN-6-YL)-2-(4,4,5,5-TETRAMETHYL-1,3,2-DIOXABOROLAN-2-YL)PHENYL]ACETATE